[3-[6-(2-chlorophenoxy)-3-pyridyl]azetidin-1-yl]-[6-(5-cyclopropyl-4H-1,2,4-triazol-3-yl)-2-azaspiro[3.3]heptan-2-yl]methanone ClC1=C(OC2=CC=C(C=N2)C2CN(C2)C(=O)N2CC3(C2)CC(C3)C3=NN=C(N3)C3CC3)C=CC=C1